CN1CCN(CC1)CCC1=C(NC(=C1C(=O)N)C1=C(C=CC=C1)[N+](=O)[O-])C1=CC=C(C=C1)C(F)(F)F (2-(4-methylpiperazin-1-yl)ethyl)-5-(2-nitrophenyl)-2-(4-(trifluoromethyl)phenyl)Azole-4-carboxamide